FC1(CCN(CC1)C=1C(=NC=CC1C#N)C=1C=NN2N=C(C=CC21)O)C2=NN=CN2C 3-[4-Fluoro-4-(4-methyl-4H-1,2,4-triazol-3-yl)piperidin-1-yl]-2-{6-hydroxypyrazolo[1,5-b]pyridazin-3-yl}pyridine-4-carbonitrile